Ruthenium molybdenum oxide [Mo]=O.[Ru]